C(C1=CC=CC=C1)N1C(C(C(C1)C1=CC(=CC=C1)C(F)(F)F)C(=O)NC1=C(C=CC=C1)F)=O 1-benzyl-N-(2-fluorophenyl)-2-oxo-4-(3-(trifluoromethyl)phenyl)pyrrolidine-3-carboxamide